P(=O)(OC1=C(C=C(C=C1)C(C)(C)C)C(C)(C)C)(OC1=C(C=C(C=C1)C(C)(C)C)C(C)(C)C)OCCCCC bis(2,4-di-tert-butylphenyl) amyl phosphate